C(C1=CC=CC=C1)OC1=NC(=CC=C1C1=NNC2=C(C(=CC=C12)C=1CCN(CC1)C(=O)OC(C)(C)C)F)OCC1=CC=CC=C1.OCCCN(CCN)CCCO N,N-bis(3-hydroxypropyl) ethylenediamine tert-butyl 4-[3-(2,6-dibenzyloxy-3-pyridyl)-7-fluoro-1H-indazol-6-yl]-3,6-dihydro-2H-pyridine-1-carboxylate